N1CC(C1)C(=O)N1CCC(CC1)N1N=CC(=C1C)C=1C=C(C=2N(C1)N=CC2C#N)OC 6-(1-(1-(azetidine-3-carbonyl)piperidin-4-yl)-5-methyl-1H-pyrazol-4-yl)-4-methoxypyrazolo[1,5-a]pyridine-3-carbonitrile